(S)-5-Chloro-3-methyl-2-(6-((methyl(tetrahydrofuran-3-yl)amino)methyl)pyridazin-3-yl)phenol ClC=1C=C(C(=C(C1)O)C=1N=NC(=CC1)CN([C@@H]1COCC1)C)C